bis(2-hydroxyethoxy)bis(3-hydroxypropoxy)titanium OCCO[Ti](OCCCO)(OCCCO)OCCO